FC1(CCN(CC1)C1=NN(C2=C(C=C(C=C12)N)[2H])C)F 3-(4,4-difluoropiperidin-1-yl)-1-methyl-1H-indazol-5-amine-7-d1